methylglutaryl-CoA CC(C)(COP(=O)(O)OP(=O)(O)OC[C@@H]1[C@H]([C@H]([C@@H](O1)N2C=NC3=C(N=CN=C32)N)O)OP(=O)(O)O)[C@H](C(=O)NCCC(=O)NCCSC(=O)CCCC(=O)OC)O